N-(3-(3'-chloro-6-methoxy-5-((((5-oxopyrrolidin-2-yl)methyl)amino)methyl)-[2,4'-bipyridin]-2'-yl)-2-methylphenyl)-5-(((oxetan-2-ylmethyl)amino)methyl)picolinamide ClC=1C(=NC=CC1C1=NC(=C(C=C1)CNCC1NC(CC1)=O)OC)C=1C(=C(C=CC1)NC(C1=NC=C(C=C1)CNCC1OCC1)=O)C